3-amino-5-methoxypyridine NC=1C=NC=C(C1)OC